FC1(CCN(CC1)C(=O)C=1C=C2C(=NC1)N(C=C2)C2=CC=C(C(=O)NCCNC(C(C)(C)C)=O)C=C2)F 4-(5-(4,4-difluoropiperidine-1-carbonyl)-1H-pyrrolo[2,3-b]pyridin-1-yl)-N-(2-pivaloylaminoethyl)benzamide